CC1=NN(C=N1)C1=NC=C(C=N1)C=O 2-(3-methyl-1H-1,2,4-triazol-1-yl)pyrimidine-5-carbaldehyde